1-[4-(3-fluoroazetidin-1-yl)phenyl]ethanone FC1CN(C1)C1=CC=C(C=C1)C(C)=O